NC=1SC2=C(C1C#N)[C@](CCC2)(C)C2=NC(=NO2)C2=NC(=NC=C2)N2[C@H](CN(CCC2)CC(=O)OC)C methyl 2-[(3S)-4-(4-{5-[(4R)-2-amino-3-cyano-4-methyl-6,7-dihydro-5H-1-benzothiophen-4-yl]-1,2,4-oxadiazol-3-yl}pyrimidin-2-yl)-3-methyl-1,4-diazepan-1-yl]acetate